(1S,4S)-5-[7-bromo-2-(dodecylsulfanyl)-8-fluoro-6-iodoquinazolin-4-yl]-2,5-diazabicyclo[2.2.1]heptane BrC1=C(C=C2C(=NC(=NC2=C1F)SCCCCCCCCCCCC)N1[C@@H]2CN[C@H](C1)C2)I